N[C@@H]1C[C@@H](OC[C@@H]1O)C(=O)N1[C@H](C2=CC=CC=C2CC1)C1=CC=C(C=C1)F ((2r,4r,5r)-4-amino-5-hydroxytetrahydro-2H-pyran-2-yl)((S)-1-(4-fluorophenyl)-3,4-dihydroisoquinolin-2(1H)-yl)methanone